N-(1-methyl-3-(oxetan-3-yloxy)-1H-pyrazol-4-yl)carboxamide CN1N=C(C(=C1)NC=O)OC1COC1